3-[5-(7-Amino-4-hydroxy-4-methyl-heptyl)-3-methyl-2-oxo-benzimidazol-1-yl]piperidine-2,6-dione NCCCC(CCCC1=CC2=C(N(C(N2C)=O)C2C(NC(CC2)=O)=O)C=C1)(C)O